tertbutyl 4-formyl-4-hydroxy-piperidine-1-carboxylate C(=O)C1(CCN(CC1)C(=O)OC(C)(C)C)O